ALUMINIUM-ERBIUM [Er].[Al]